C1(=CC(=CC=C1)C1=NC(=NC(=N1)C=1C=C(C=CC1)C1=CC=CC=C1)C=1C=C(C=CC1)C1=CC=CC=C1)C1=CC=CC=C1 (2,4,6-tris(biphenyl)-3-yl)-1,3,5-triazine